tert-butyl-(E)-4-((5-bromo-1-oxo-1,3-dihydro-2H-indene-2-ylidene) methyl)-4-fluoropiperidine-1-carboxylate C(C)(C)(C)OC(=O)N1CCC(CC1)(F)/C=C\1/C(C2=CC=C(C=C2C1)Br)=O